BrC=1C=NN(C1C1=NC=C(C=C1)F)C1OCCCC1 2-(4-bromo-1-(tetrahydro-2H-pyran-2-yl)-1H-pyrazol-5-yl)-5-fluoropyridine